ClC1=NC(=NC(=N1)C1=CC=CC=C1)N1C2=CC=CC=C2C=2C=C(C=CC12)C1=CC=CC=C1 9-(4-chloro-6-phenyl-1,3,5-triazin-2-yl)-3-phenyl-9H-carbazole